1,2-di(methoxycarbonyloxy)ethane stearyl-acrylate (stearylacrylate) C(CCCCCCCCCCCCCCCCC)C(C(=O)O)=C.C(CCCCCCCCCCCCCCCCC)OC(C=C)=O.COC(=O)OCCOC(=O)OC